2,2',7,7'-tetrakis(2,2-DIPHENYLVINYL)-9,9-spirobifluorene C1(=CC=CC=C1)C(=CC1=CC=2C3(C4=CC(=CC=C4C2C=C1)C=C(C1=CC=CC=C1)C1=CC=CC=C1)C1=CC(=CC=C1C=1C=CC(=CC13)C=C(C1=CC=CC=C1)C1=CC=CC=C1)C=C(C1=CC=CC=C1)C1=CC=CC=C1)C1=CC=CC=C1